FC1=C(C=CC(=C1)NC1=CC=CC=C1)B(O)O 2-FLUORO-4-(PHENYLAMINO)PHENYLBORONIC ACID